C(C)C=1C(NC2=CC(=CN=C2C1)CN1CCNCC1)=O 3-ethyl-7-(piperazin-1-ylmethyl)-1,5-naphthyridin-2(1H)-one